N-(4-chloropyrimidin-2-yl)acetamide ClC1=NC(=NC=C1)NC(C)=O